FC1=CC=C(C(=C1[C@H]([C@@H](C=1OC(NN1)=O)NS(=O)(=O)C1=CC=C2CCCN(C2=C1)C)C)C)C N-((1S,2R)-2-(6-fluoro-2,3-dimethylphenyl)-1-(5-oxo-4,5-dihydro-1,3,4-oxadiazol-2-yl)propyl)-1-methyl-1,2,3,4-tetrahydroquinoline-7-sulfonamide